1-methyl-7-oxo-4,5,6,7-tetrahydro-1H-pyrazolo[3,4-c]pyridine-3-carboxylic acid CN1N=C(C2=C1C(NCC2)=O)C(=O)O